C(C)N1N=C(C(=C1)C=1C2=C(N=CN1)C=C(C(=N2)NC(=O)[C@@]21CN(C[C@H]1C2)C)OC)C2=CC=C(C=C2)F (1S,5S)-N-(4-(1-ethyl-3-(4-fluorophenyl)-1H-pyrazol-4-yl)-7-methoxypyrido[3,2-d]pyrimidin-6-yl)-3-methyl-3-azabicyclo[3.1.0]hexane-1-carboxamide